4-(dimethoxy-methyl)piperidine COC(C1CCNCC1)OC